BrC=1C=C(C(=O)O)C=C(C1C)Br 3,5-Dibromo-4-methylbenzoic acid